(±)-cis-N-[8-chloro-6-(1,4-dimethyl-2-oxo-3-pyridyl)-3-isoquinolinyl]-2-fluoro-cyclopropanecarboxamide ClC=1C=C(C=C2C=C(N=CC12)NC(=O)[C@H]1[C@H](C1)F)C=1C(N(C=CC1C)C)=O |r|